phenyl-1,1'-binaphthyl C1(=CC=CC=C1)C1=C(C2=CC=CC=C2C=C1)C1=CC=CC2=CC=CC=C12